CS(=O)(=O)O[C@H]1[C@@H](C[C@H](C1)OCC1=CC=CC=C1)N=[N+]=[N-] (1R,2R,4R)-2-Azido-4-(benzyloxy)cyclopentyl Methanesulfonate